3-((6-(6-phenyl-5,6-dihydrocyclopenta[c]pyrazol-2(4H)-yl)pyridin-2-yl)ethynyl)imidazo[1,2-b]pyridazine C1(=CC=CC=C1)C1CCC=2C1=NN(C2)C2=CC=CC(=N2)C#CC2=CN=C1N2N=CC=C1